ClC=1C(=C(C=CC1OC1(CCC1)C)NC=1C2=C(N=CN1)C=CC(=N2)O[C@@H]2CNCC2)F N-[3-chloro-2-fluoro-4-(1-methylcyclobutoxy)phenyl]-6-[(3S)-pyrrolidin-3-yl]oxy-pyrido[3,2-d]pyrimidin-4-amine